Cl.FC([C@@H]1CNCCO1)F (S)-2-(difluoromethyl)morpholine hydrochloride